CC1=C(C=C(C=C1)NCCO)O 1-methyl-2-hydroxy-4-hydroxyethylaminobenzene